N1=C(C=CC=C1)C1=CC2=C(CCC=3C=CC(=NC23)C2=C(C=CC=C2)O)C(=C1)C1=C(C(=C(C=C1)OC)OC)OC 2-(9-(pyridin-2-yl)-7-(2,3,4-trimethoxyphenyl)-5,6-dihydrobenzo[h]quinolin-2-yl)phenol